kaempferol sulfate S(=O)(=O)(O)O.O1C(=C(O)C(=O)C=2C(O)=CC(O)=CC12)C1=CC=C(O)C=C1